8-(4-(4-cyclopropylpiperazin-1-yl)piperidin-1-yl)-6,6-dimethyl-11-oxo-3-((trimethylsilyl)Ethynyl)-6,11-dihydro-5H-benzo[b]carbazole-9-carbonitrile C1(CC1)N1CCN(CC1)C1CCN(CC1)C=1C(=CC2=C(C(C=3NC4=CC(=CC=C4C3C2=O)C#C[Si](C)(C)C)(C)C)C1)C#N